[Br-].C(C)(C)(C)[PH+](CCCCCB(C1CCCCC1)C1CCCCC1)C(C)(C)C Di-tert-butyl(5-(dicyclohexylboraneyl)pentyl)phosphonium bromide